3-(2-{5-[(3R,5R)-3-amino-5-fluoropiperidine-1-carbonyl]-7-methoxy-1-methyl-1H-1,3-benzodiazol-2-yl}-1-(cyclopropylmethyl)-1H-pyrrolo[2,3-b]pyridin-6-yl)-2-fluorobenzonitrile N[C@H]1CN(C[C@@H](C1)F)C(=O)C1=CC2=C(N(C(=N2)C2=CC=3C(=NC(=CC3)C=3C(=C(C#N)C=CC3)F)N2CC2CC2)C)C(=C1)OC